C(C)(C)(C)OC(=O)N1CC(C1)C1=NC=C(C=C1)C1=C(C=C(C=C1)Cl)Cl 3-[5-(2,4-dichlorophenyl)-2-pyridinyl]azetidine-1-carboxylic acid tert-butyl ester